2-(4-((2S,5R)-4-((4-chloro-3-fluorophenyl)(3,3-difluorocyclobutyl)methyl)-2,5-dimethylpiperazin-1-yl)-1H-[1,2,4]triazolo[3,4-b]purin-1-yl)-N,N-dimethylethan-1-amine ClC1=C(C=C(C=C1)C(N1C[C@@H](N(C[C@H]1C)C=1C=2N=CN(C2N2C(N1)=NN=C2)CCN(C)C)C)C2CC(C2)(F)F)F